3-[3-(2,3-dimethyl-4-pyridyl)-5-fluoro-2-pyridyl]-3-methoxy-5,5-dimethyl-6-oxo-cyclohexene-1-carbonitrile CC1=NC=CC(=C1C)C=1C(=NC=C(C1)F)C1(C=C(C(C(C1)(C)C)=O)C#N)OC